3-((2S)-3-(8-(5-chlorothiophene-2-ylsulfonyl)-1-oxa-8-azaspiro[4.5]dec-3-ylamino)-2-hydroxypropoxy)-N-methylbenzenesulfonamide ClC1=CC=C(S1)S(=O)(=O)N1CCC2(CC(CO2)NC[C@@H](COC=2C=C(C=CC2)S(=O)(=O)NC)O)CC1